(3S,4R)-4-((5-fluoro-4-(4-isopropyl-3-((((R)-tetrahydro-2H-pyran-3-yl)amino)methyl)quinolin-6-yl)pyrimidin-2-yl)amino)tetrahydro-2H-pyran-3-ol FC=1C(=NC(=NC1)N[C@H]1[C@@H](COCC1)O)C=1C=C2C(=C(C=NC2=CC1)CN[C@H]1COCCC1)C(C)C